tert-Butyl (2S,3S)-2-{[3-(hydroxymethyl)phenyl]methyl}-3-[(methanesulfonyl){[2-(trimethylsilyl)ethoxy]methyl}amino]pyrrolidine-1-carboxylate OCC=1C=C(C=CC1)C[C@@H]1N(CC[C@@H]1N(COCC[Si](C)(C)C)S(=O)(=O)C)C(=O)OC(C)(C)C